Cl[Si](C1=CC(=CC=C1)N(C)C)(C)Cl dichloro(methyl)(3-(dimethylamino)phenyl)silane